sodium 1-allyloxy-2-hydroxypropanesulfonate C(C=C)OC(C(C)O)S(=O)(=O)[O-].[Na+]